C1OCC12CNCC2 2-oxa-6-aza-spiro[3.4]Octane